C(CCCCC)C1=C(C2(CCC(C2C1)CC(=O)N)C(=C)C1=CC=CC=C1)C1=CC=CC=C1 5-Hexyl-4-phenyl-3a-(1-phenylvinyl)-1,2,3,3a,6,6a-hexahydropentalen-1-ylacetamid